(2s,4s)-4-hydroxypyrrolidine-1,2-dicarboxylic acid O1-tert-butyl ester O2-[5-(1-octylnonyloxy)-5-oxo-pentyl] ester C(CCCCCCC)C(CCCCCCCC)OC(CCCCOC(=O)[C@H]1N(C[C@H](C1)O)C(=O)OC(C)(C)C)=O